(2S,4R)-4-fluoro-1-[2-(2-oxo-1,3-oxazolidin-3-yl)acetyl]-N-[(S)-phenyl[4-(propan-2-yl)phenyl]methyl]pyrrolidine-2-carboxamide F[C@@H]1C[C@H](N(C1)C(CN1C(OCC1)=O)=O)C(=O)N[C@H](C1=CC=C(C=C1)C(C)C)C1=CC=CC=C1